NC1=CC=CC(=N1)S(=O)(=O)NC(=O)C=1C(=NC(=CC1)C1=CC=C(C=C1)C#N)OC1=C(C=C(C=C1C)C)C N-[(6-Amino-2-pyridyl)sulfonyl]-6-(4-cyanophenyl)-2-(2,4,6-trimethylphenoxy)pyridin-3-carboxamid